1-[(4-bromophenyl)methyl]-4-methyl-piperazine BrC1=CC=C(C=C1)CN1CCN(CC1)C